O=C1NC(=NO1)C=1C=C(C#N)C=C(C1)C1OC2=C(C1)C=C(C=C2)C(F)(F)F 3-(5-oxo-4,5-dihydro-1,2,4-oxadiazol-3-yl)-5-(5-(trifluoromethyl)-2,3-dihydrobenzofuran-2-yl)benzonitrile